CS(=O)(=O)N1CCC=CC1 1-(methylsulfonyl)-1,2,3,6-tetrahydropyridine